N-(4-carbamoyl-oxazin-4-yl)-2-methyl-5-[(pyridin-2-yl)methoxy]-2H-indazole-3-carboxamide C(N)(=O)C1(C=NOC=C1)NC(=O)C=1N(N=C2C=CC(=CC12)OCC1=NC=CC=C1)C